C(C)OC(=O)C=1C=CN2C1N=CC=C2 pyrrolo[1,2-a]pyrimidine-8-carboxylic acid ethyl ester